4-((3-(1-((S)-5,8-dioxaspiro[3.4]octan-1-yl)-1H-pyrazol-4-yl)-2-methoxyphenyl)amino)-6-((R)-2,2-difluorocyclopropane-1-carboxamido)nicotinamide [C@@H]1(CCC12OCCO2)N2N=CC(=C2)C=2C(=C(C=CC2)NC2=CC(=NC=C2C(=O)N)NC(=O)[C@@H]2C(C2)(F)F)OC